(methylsulfanyl)((1-((2-(trimethylsilyl)ethoxy)methyl)-4,5,6,7-tetrahydroindazol-4-yl)methoxy)methanethione CSC(=S)OCC1C=2C=NN(C2CCC1)COCC[Si](C)(C)C